N1C=NC=C1CC 2-(1H-imidazol-5-yl)ethan